CC1=C(C=C(N1)C1=CC=CC=C1)CCNCC(=O)N1[C@@H](CCC1)C#N (2S)-1-{[2-(5-methyl-2-phenyl-Azol-4-yl)-ethylamino]-acetyl}-pyrrolidine-2-carbonitrile